O=C1NC(CCC1N1C(C2=CC=CC(=C2C1)SCCCCCCCCN1CCN(CC1)C1=NC=C(C(=O)N2CCC(CC2)CCCCNC(\C=C\C=2C=NC=CC2)=O)C=C1)=O)=O (E)-N-(4-(1-(6-(4-(8-((2-(2,6-dioxopiperidin-3-yl)-1-oxoisoindoline-4-yl)thio)octyl)piperazin-1-yl)nicotinoyl)piperidin-4-yl)butyl)-3-(pyridin-3-yl)acrylamide